1,7-bis-tert-butoxycarbonyl diethylenetriamine 5-(octylamino)heptyl pentanoate C(CCCC)(=O)OCCCCC(CC)NCCCCCCCC.C(C)(C)(C)OC(=O)NCCNCCNC(=O)OC(C)(C)C